BrC1=C(C=C2C(=NC=NC2=C1F)N1CCN(CC1)C(=O)OC(C)(C)C)C(F)(F)F tert-butyl 4-(7-bromo-8-fluoro-6-(trifluoromethyl)quinazolin-4-yl)piperazine-1-carboxylate